ClC1=NC=C(C(=N1)NCCC1CCCC1)C(=O)N 2-chloro-4-((2-cyclopentylethyl)amino)pyrimidin-5-carboxamide